N-(thiophen-2-ylmethyl)-3-(3-(4-(hydroxymethyl)phenoxy)azetidin-1-yl)-2-(1H-pyrrol-1-yl)benzamide S1C(=CC=C1)CNC(C1=C(C(=CC=C1)N1CC(C1)OC1=CC=C(C=C1)CO)N1C=CC=C1)=O